3-(tert-butyl)-1-(4-(pyrrolidin-1-ylmethyl)phenyl)-1H-pyrazol-5-amine C(C)(C)(C)C1=NN(C(=C1)N)C1=CC=C(C=C1)CN1CCCC1